1-(6-((4-(4-amino-3-(4-phenoxyphenyl)-1H-pyrazolo[3,4-d]pyrimidin-1-yl)piperidin-1-yl)methyl)-2-fluoropyridin-3-yl)dihydropyrimidine-2,4(1H,3H)-dione NC1=C2C(=NC=N1)N(N=C2C2=CC=C(C=C2)OC2=CC=CC=C2)C2CCN(CC2)CC2=CC=C(C(=N2)F)N2C(NC(CC2)=O)=O